2-oxo-1,2,3,4-tetrahydroquinolin-5-yl trifluoromethanesulfonate FC(S(=O)(=O)OC1=C2CCC(NC2=CC=C1)=O)(F)F